S-[3-(triethoxysilyl) propyl]thiooctanoate C(C)O[Si](CCCS=C(CCCCCCC)[O-])(OCC)OCC